(S)-6-cyclopropyl-3-((3-(tetrahydro-2H-pyran-4-yl)-2-((1,1,1-trifluoropropan-2-yl)oxy)phenyl)amino)pyrazine-2-carboxylic acid C1(CC1)C1=CN=C(C(=N1)C(=O)O)NC1=C(C(=CC=C1)C1CCOCC1)O[C@H](C(F)(F)F)C